Cl.OC1(CC(NCC1)(C)C)CN1C=NC(=CC1=O)C1=CC=CC=C1 3-((4-hydroxy-2,2-dimethylpiperidin-4-yl)methyl)-6-phenylpyrimidin-4(3H)-one hydrochloride